(3,5-dioxa-4-phosphacyclohepta[2,1-a:3,4-a']dinaphth-4-yl)dimethylamine C1=CC2=C(C=3C=CC=CC13)C=1C(=CC=C3C=CC=CC13)OP(O2)N(C)C